lead-aluminium [Al].[Pb]